FC=1C=C(CC2=CC(=C(C=3CCOC32)OC)C(=O)N[C@@H]3[C@H](COCC3)O)C=CC1C(NC)=O 7-(3-Fluoro-4-(methylcarbamoyl)benzyl)-N-((3R,4S)-3-hydroxytetrahydro-2H-pyran-4-yl)-4-methoxy-2,3-dihydrobenzofuran-5-carboxamide